C(CCCCCC)[Si](OC)(OC)OC heptyltrimethoxysilane